NCCCNC(CNC(CBr)=O)=O N-(3-aminopropyl)-N2-(bromoacetyl)glycinamide